C12NN[C@@H](C(C1)C2)C(=O)OC methyl (4S)-2,3-diazabicyclo[3.1.1]heptane-4-carboxylate